COC(C1=CC=C2C3(CC(NC2=N1)C3)N3C(CN(CC3)C)=O)OC 1-(7-(dimethoxymethyl)-1,2,3,4-tetrahydro-2,4-methylene-1,8-naphthyridin-4-yl)-4-methyl-piperazin-2-one